aminooxo-benzoxepin hydrochloride Cl.NC1C(OC2=C(C=C1)C=CC=C2)=O